(R)-2-(4-(5-((2-(3-(methoxymethyl)-4-(1,3,5-triazin-2-yl)piperazin-1-yl)pyrimidin-5-yl)ethynyl)pyrimidin-2-yl)-1H-pyrazol-1-yl)ethan-1-ol COC[C@H]1CN(CCN1C1=NC=NC=N1)C1=NC=C(C=N1)C#CC=1C=NC(=NC1)C=1C=NN(C1)CCO